9,10-bis(methoxycarbonyloctadecyleneoxy)anthracene methyl-(S)-3-(3-(2,5-difluoro-4-methyl-3-nitrophenyl)-1,2,4-oxadiazol-5-yl)pyrrolidine-1-carboxylate COC(=O)N1C[C@H](CC1)C1=NC(=NO1)C1=C(C(=C(C(=C1)F)C)[N+](=O)[O-])F.COC(=O)CCCCCCCCCCCCCCCCCCOC=1C2=CC=CC=C2C(=C2C=CC=CC12)OCCCCCCCCCCCCCCCCCCC(=O)OC